OC1=C(C=CC(=C1)O)C=1N=C(SC1)C(C(=O)N)CC (4-(2,4-dihydroxyphenyl)thiazol-2-yl)butyramide